1-isopropyl-4-((4-methoxybenzyl)thio)pyridin-2(1H)-one C(C)(C)N1C(C=C(C=C1)SCC1=CC=C(C=C1)OC)=O